5-([1,2,4]triazolo[1,5-a]pyridin-7-yl)-2,3-dihydro-1H-inden-4-amine N=1C=NN2C1C=C(C=C2)C2=C(C=1CCCC1C=C2)N